ClC=1C(=CC(=C(C1)C1=CC=C2C(=CN=NC2=C1)NCC1=C(C=C(C=C1)OC)OC)N1N=CC(=C1)F)OC 7-[5-Chloro-2-(4-fluoropyrazol-1-yl)-4-methoxyphenyl]-N-[(2,4-dimethoxyphenyl)methyl]cinnolin-4-amine